6-((3S,4S)-4-amino-3-methyl-2-oxa-8-azaspiro[4.5]decan-8-yl)-3-(1-(3-fluoro-5-methoxyphenyl)cyclopropyl)-1,5-dihydro-4H-pyrazolo[3,4-d]pyrimidin-4-one N[C@@H]1[C@@H](OCC12CCN(CC2)C=2NC(C1=C(N2)NN=C1C1(CC1)C1=CC(=CC(=C1)OC)F)=O)C